CN1C(C2=CC=CC=C2C1)=O 2-methyl-2,3-dihydro-1H-isoindol-1-one